4-(3,4-dihydro-2H-benzo[b][1,4]oxazin-6-yl)-N-methyl-5-(2-methylpyridin-4-yl)-1H-imidazol-2-amine O1C2=C(NCC1)C=C(C=C2)C=2N=C(NC2C2=CC(=NC=C2)C)NC